CC1=NC2=CC3=C(C=C2C(N1[C@@H]1C(NC(CC1)=O)=O)=O)CNCC3 (S)-3-(2-methyl-4-oxo-6,7,8,9-tetrahydropyrido[3,4-g]quinazolin-3(4H)-yl)piperidine-2,6-dione